3-{[3-bromo-5-(hydroxymethyl)-4-methylpyrazol-1-yl]methyl}-4-fluorobenzene-1-carbonitrile BrC1=NN(C(=C1C)CO)CC=1C=C(C=CC1F)C#N